tert-butyl (3R)-4-(6-{[(3R)-1-[(benzyloxy) carbonyl] pyrrolidin-3-yl] carbamoyl}-2'-ethoxy-[2,3'-bipyridin]-5-yl)-3-ethylpiperazine-1-carboxylate C(C1=CC=CC=C1)OC(=O)N1C[C@@H](CC1)NC(=O)C1=C(C=CC(=N1)C=1C(=NC=CC1)OCC)N1[C@@H](CN(CC1)C(=O)OC(C)(C)C)CC